BrC/C=C/C(=O)OCC Ethyl (E)-4-bromo-2-butenoate